NC1=NC(=C2N=CN(C2=N1)NC=1NC(C=2NC=NC2N1)=O)O 2-amino-6-hydroxypurine-9-yl-(guanine)